tert-Butyl((3R,5S)-1-ethyl-5-methylpiperidin-3-yl)carbamate C(C)(C)(C)OC(N[C@H]1CN(C[C@H](C1)C)CC)=O